5-cyano-N-[2-(4,4-dimethylcyclohexen-1-yl)-6-[2,3,6,7-tetradeuterio-1,5-bis(fluoromethyl)-8-oxabicyclo[3.2.1]octan-3-yl]-3-pyridyl]-1H-imidazole-2-carboxamide C(#N)C1=CN=C(N1)C(=O)NC=1C(=NC(=CC1)C1(C(C2(C(C(C(C1)(O2)CF)[2H])[2H])CF)[2H])[2H])C2=CCC(CC2)(C)C